CC1CNC1 3-methylazetidine